C1(CC1)N1C=C(C(C2=CC(=C(C(=C12)OC)N1CC(NCC1)C)F)=O)C(C=CC1=CC=C(C=C1)Br)=O 1-cyclopropyl-6-fluoro-7-(3-methylpiperazin-1-yl)-3-(4-bromocinnamoyl)-8-methoxyquinolin-4(1H)-one